5-(2,6-Difluoropyridin-4-yl)-2,3-dihydro-1H-inden-4-amine FC1=NC(=CC(=C1)C1=C(C=2CCCC2C=C1)N)F